C(C1=CC=CC=C1)NC(CC1=NC=C(C=C1)[Sn](CCCC)(CCCC)CCCC)=O N-benzyl-2-(5-(tributylstannyl)pyridin-2-yl)acetamide